2',2'-(pyridine-2,6-diyl)bis(3-(adamantan-1-yl)-5-(n-octyl)-[1,1'-biphenyl]-2-ol) N1=C(C=CC=C1C(CC1=CC(=C(C(=C1)C1=CC=CC=C1)O)C12CC3CC(CC(C1)C3)C2)CCCCCC)C2=C(C=CC=C2)C=2C(=C(C=C(C2)CCCCCCCC)C23CC1CC(CC(C2)C1)C3)O